(S)-4-((6-cyclopropylpyridin-3-yl)amino)-N-methyl-2-(3-(methylcarbamoyl)pyrrolidin-1-yl)pyrimidine-5-carboxamide C1(CC1)C1=CC=C(C=N1)NC1=NC(=NC=C1C(=O)NC)N1C[C@H](CC1)C(NC)=O